FC(C(=O)O)(F)F.NCCN1N=C(C=C1C(F)F)C(=O)OCC ethyl 1-(2-aminoethyl)-5-(difluoromethyl)-1H-pyrazole-3-carboxylate 2,2,2-trifluoroacetate